3-(2-aminopyridin-4-yl)piperidine-2,6-dione hydrochloride Cl.NC1=NC=CC(=C1)C1C(NC(CC1)=O)=O